N1N=CC(=C1)C1=CC=C(C=C1)N1C(C2(CC1)NC1=CC=CC=C1C2)=O (4-(1H-pyrazol-4-yl)phenyl)spiro[indoline-2,3'-pyrrolidin]-2'-one